CC(CCCCCC)[Cu] beta-octyl-copper